N-(1-methyl-1H-pyrazol-4-yl)-4-(4-(4-methyl-piperazin-1-yl)phenyl)pyrimidin-2-amine CN1N=CC(=C1)NC1=NC=CC(=N1)C1=CC=C(C=C1)N1CCN(CC1)C